2-(6-chloro-3-(methoxymethyl)quinolin-8-yl)-6-methoxy-4-methylbenzo[d]thiazole ClC=1C=C2C=C(C=NC2=C(C1)C=1SC2=C(N1)C(=CC(=C2)OC)C)COC